1-(4-(2-(3,4-dimethoxyphenyl)-3-isobutyl-1H-indol-5-yl)piperidin-1-yl)-2-(ethylamino)ethanone COC=1C=C(C=CC1OC)C=1NC2=CC=C(C=C2C1CC(C)C)C1CCN(CC1)C(CNCC)=O